FC1(CC12CNC(C1=CC=C(C=C21)C(F)(F)F)=O)F 2,2-difluoro-6'-(trifluoromethyl)-2',3'-dihydro-1'H-spiro[cyclopropane-1,4'-isoquinolin]-1'-one